pyrazolo[1,5-a]pyridin-6-yl triflate O(S(=O)(=O)C(F)(F)F)C=1C=CC=2N(C1)N=CC2